C(#CC)N1CCN(CC1)C(=O)OC(C)(C)C t-butyl 4-propynylpiperazine-1-carboxylate